C(CCCCCCCCCCC)[Se]C1C(C(CC(C1)C(=C)C)=O)C 3-(dodecylseleno)-5-isopropenyl-2-methylcyclohexanone